2-((3-chlorobenzyl)oxy)-4-((1-(2,3-dihydrobenzo[b][1,4]dioxin-6-yl)-2-oxo-1,2-dihydropyridin-3-yl)methoxy)-5-methylbenzaldehyde ClC=1C=C(COC2=C(C=O)C=C(C(=C2)OCC=2C(N(C=CC2)C2=CC3=C(OCCO3)C=C2)=O)C)C=CC1